(1-methylcyclobutyl)methanethiol CC1(CCC1)CS